C1(=CC=CC=C1)NC1=C(C(=CC=C1)NC1=CC=CC=C1)C=1C(=CC=CC1)O 2',6'-bis(phenylamino)-[1,1'-biphenyl]-2-ol